ClC=1C=C(C=CC1F)[C@H]1NOCC1 (S)-3-(3-chloro-4-fluorophenyl)isoxazolidine